1H-benzoimidazol-2-amine N1C(=NC2=C1C=CC=C2)N